N-cyclopropylbenzenesulfonamide C1(CC1)NS(=O)(=O)C1=CC=CC=C1